[N+](=O)([O-])C1=C(C=CC=C1)S(=O)(=O)O[C@@H](C(=O)NC=1N=C2N(C1)C(CC2O[Si](C2=CC=CC=C2)(C2=CC=CC=C2)C(C)(C)C)C2=CC(=CC(=C2)F)F)C (2R)-1-((7-((tert-butyldiphenylsilyl)oxy)-5-(3,5-difluorophenyl)-6,7-dihydro-5H-pyrrolo[1,2-a]imidazol-2-yl)amino)-1-oxopropan-2-yl 2-nitrobenzenesulfonate